NC1CC(C1)C(=O)N1CCN(CC1)C=1C=2N(C=C(C1)S(=O)(=O)NC1(CC1)C#N)C(=NC2)C=2SC(=NN2)C(F)(F)F 8-(4-(3-aminocyclobutane-1-carbonyl)piperazin-1-yl)-N-(1-cyanocyclopropyl)-3-(5-(trifluoromethyl)-1,3,4-thiadiazol-2-yl)imidazo[1,5-a]pyridine-6-sulfonamide